5-methoxy-6-(3-(4-methoxy-1-methyl-1H-pyrazol-3-yl)phenyl)-2-morpholino-N-(pyridin-4-yl)pyrimidin-4-amine COC=1C(=NC(=NC1C1=CC(=CC=C1)C1=NN(C=C1OC)C)N1CCOCC1)NC1=CC=NC=C1